cyanide sodium salt [Na+].[C-]#N